FC(C/C(/N)=N/O)(F)F (Z)-3,3,3-trifluoro-N'-hydroxypropanimidamide